1-((3,3-difluorocyclobutyl)methyl)-3-isopropyl-N-(2-(methylsulfonyl)pyridin-4-yl)-4-(trifluoromethyl)-1H-pyrazole-5-carboxamide FC1(CC(C1)CN1N=C(C(=C1C(=O)NC1=CC(=NC=C1)S(=O)(=O)C)C(F)(F)F)C(C)C)F